(±)-2-(2-(7-(3-(((Tert-butoxycarbonyl)amino)methyl)-2-fluorophenyl)-4-methoxybenzofuran-5-yl)-4-methyl-3,4-dihydro-2H-benzo[b][1,4]oxazin-8-yl)acetic acid ethyl ester C(C)OC(CC1=CC=CC2=C1O[C@@H](CN2C)C=2C=C(C1=C(C=CO1)C2OC)C2=C(C(=CC=C2)CNC(=O)OC(C)(C)C)F)=O |r|